CC1(NC(=NC(=C1)C)NC=1C=C(C2=C(CCO2)C1)C1CCN(CCC1)C)N 4,6-dimethyl-N2-[7-(1-methylazepan-4-yl)-2,3-dihydrobenzofuran-5-yl]-pyrimidine-2,4-diamine